1,2-Dierucyl-sn-glycero-3-phosphorylcholine C(CCCCCCCCCCC\C=C/CCCCCCCC)OC[C@@H](OCCCCCCCCCCCC\C=C/CCCCCCCC)COP(=O)(O)OCC[N+](C)(C)C